[Si](C)(C)(C(C)(C)C)OCC=1OC2=C(C1)C=C(C=C2I)C(=O)OC methyl 2-{{{tert-butyldimethylsilyl}oxy}methyl}-7-iodobenzofuran-5-carboxylate